C(C1=CC=CC=C1)OCCC1(CCOCC1)C#N 4-[2-(benzyloxy)ethyl]oxane-4-carbonitrile